NC=1SC(=C(N1)C=1OC=CC1)C#N 2-amino-4-(furan-2-yl)thiazole-5-carbonitrile